2-((1-(3,4-diethyl-7-methyl-5-oxo-4,5-dihydro-3H-pyrazolo[3,4-c]isoquinolin-9-yl)ethyl)amino)-5-fluorobenzoic acid C(C)N1N=CC2=C1N(C(C=1C=C(C=C(C21)C(C)NC2=C(C(=O)O)C=C(C=C2)F)C)=O)CC